NC=1C=C(C=C(C1O)C(F)(F)F)C(C(F)(F)F)(C(F)(F)F)C1=CC(=C(C=C1C(F)(F)F)N)O 2-(3-amino-4-hydroxy-5-trifluoromethylphenyl)-2-(3-hydroxy-4-amino-6-trifluoromethylphenyl)hexafluoropropane